(Z)-2-cyclohexyl-N'-hydroxyacetamidine C1(CCCCC1)C/C(=N/O)/N